CN(C=[17O])C dimethyl-formamide-17O